(R)-3-(4-{[6-(2,2,2-Trifluoro-ethoxy)-pyridine-3-carbonyl]-amino}-phenyl)-pyrrolidine-1-carboxylic acid tert-butyl ester C(C)(C)(C)OC(=O)N1C[C@H](CC1)C1=CC=C(C=C1)NC(=O)C=1C=NC(=CC1)OCC(F)(F)F